C1(=CC(=CC=C1)C)C 1,3-xylene